S1C=NC2=C1C=C(C=C2)\C=C\2/N=C(NC2=O)NC[C@H]2[C@@H]1C(CC(C2)C1)(C)C (4Z)-4-(1,3-benzothiazol-6-ylmethylene)-2-[[(1R,2R,5R)-6,6-dimethylnorborn-2-yl]methylamino]-1H-imidazol-5-one